{1-[(2R)-butan-2-yl]-1H-imidazol-4-yl}[(1R,5S,6R)-6-(5,5-dimethyl-4,5-dihydro-1,2-oxazol-3-yl)-3-azabicyclo[3.1.0]hex-3-yl]methanone C[C@H](CC)N1C=NC(=C1)C(=O)N1C[C@H]2C([C@H]2C1)C1=NOC(C1)(C)C